C(CCCCCC(C)C)C1(CCC(CC1)CCCCCCC)CCCCCCC(C)C bis(isononyl)(n-heptyl)cyclohexane